C1(CC1)SCC1(CCNCC1)O 4-((cyclopropylthio)methyl)piperidin-4-ol